cyclobutyl(6-cyclopropyl-4-(2-methyl-2H-pyrazolo[3,4-b]pyridin-5-yl)thieno[2,3-b]pyridin-2-yl)methanol C1(CCC1)C(O)C1=CC=2C(=NC(=CC2C2=CC=3C(N=C2)=NN(C3)C)C3CC3)S1